N-cyclobutyl-2-(2,6-dichloro-4-(6-(difluoromethyl-d)-3,5-dioxo-4,5-dihydro-1,2,4-triazin-2(3H)-yl)phenoxy)-5-hydroxypyridine-4-sulfonamide C1(CCC1)NS(=O)(=O)C1=CC(=NC=C1O)OC1=C(C=C(C=C1Cl)N1N=C(C(NC1=O)=O)C([2H])(F)F)Cl